ferric tris(n-butylethyl-phosphinate) C(CCC)P([O-])(=O)CC.C(CCC)P([O-])(=O)CC.C(CCC)P([O-])(=O)CC.[Fe+3]